C(C)OC1=C(C=CC=C1)NN=C1C(=NN(C1=O)C=1SC=C(N1)C1=CC=CC=C1)C 4-(2-(2-ethoxyphenyl)hydrazono)-3-methyl-1-(4-phenylthiazol-2-yl)-1H-pyrazol-5(4H)-one